1-(3-(allyloxy)prop-1-yn-1-yl)-3-chlorobenzene C(C=C)OCC#CC1=CC(=CC=C1)Cl